(phenyl)(1-hexyl)methylene(cyclopentadienyl)(2,7-di-tert-butylfluoren-9-yl)hafnium dichloride [Cl-].[Cl-].C1(=CC=CC=C1)C(=[Hf+2](C1C2=CC(=CC=C2C=2C=CC(=CC12)C(C)(C)C)C(C)(C)C)C1C=CC=C1)CCCCCC